CC1=NN=C(C2=CC(=CC=C12)C=1CCN(CC1)C(=O)OC(C)(C)C)N[C@H](C)C1=C(C(=CC=C1)C(F)(F)F)C tert-butyl (R)-4-(1-methyl-4-((1-(2-methyl (trifluoromethyl)phenyl)ethyl)amino)phthalazin-6-yl)-3,6-dihydropyridine-1(2H)-carboxylate